OCCC(C(C(=O)N)(CCCO)OCCCCCCCCCCCCCCCC)CCCCCCCCCCCCC hydroxyethyl-palmityl-oxyhydroxypropyl-palmitamide